IC1=NN(C2=NC(=NC=C21)N2CCC1(CC(N(C1)C=1C=NC(=CC1)C(F)(F)F)=O)CC2)C2OCCCC2 8-(3-iodo-1-(tetrahydro-2H-pyran-2-yl)-1H-pyrazolo[3,4-d]pyrimidin-6-yl)-2-(6-(trifluoromethyl)pyridin-3-yl)-2,8-diazaspiro[4.5]decan-3-one